O=C1N(CCC1)CC(=O)N (2-oxopyrrolidin-1-yl)acetamide